tert-butyl 3-{[(4Z)-5-[8-(benzyloxy)-2-fluoro-6-[(triisopropylsilyl)oxy]naphthalen-1-yl]pent-4-en-1-yl]oxy}azepane-1-carboxylate C(C1=CC=CC=C1)OC=1C=C(C=C2C=CC(=C(C12)\C=C/CCCOC1CN(CCCC1)C(=O)OC(C)(C)C)F)O[Si](C(C)C)(C(C)C)C(C)C